N1C(=NC2=C1C=CC=C2)C2=C(C(=CC=C2)Cl)C=2C(=CC(=CC2)C(N[C@@H](CCC)C=2C=NC=CC2)=O)C(=O)O (S)-2'-(1H-1,3-benzodiazol-2-yl)-6'-chloro-4-{[1-(pyridin-3-yl)butyl]carbamoyl}[1,1'-biphenyl]-2-carboxylic acid